C(C)(C)(C)OC(=O)N1C[C@H]([C@@H](CC1)C1=CC(=C(C=C1)F)F)N (3S,4S)-3-amino-4-(3,4-difluorophenyl)piperidine-1-carboxylic acid tert-butyl ester